C(CCCCC)C(CO)CCCCCC 2-Hexyl-Octanol